CC(C)(C)OC(=O)N1CCC(CC1)(C(=O)O)NC(=O)OCC2C3=CC=CC=C3C4=CC=CC=C24 N-Boc-4-(Fmoc-amino)piperidine-4-carboxylic acid